2-(4-(Cyclopropylsulfonyl)phenyl)-6-(4-(4-isobutylpiperazin-1-yl)phenyl)-1,4-dimethyl-1H-pyrrolo[3,2-c]pyridin C1(CC1)S(=O)(=O)C1=CC=C(C=C1)C1=CC=2C(=NC(=CC2N1C)C1=CC=C(C=C1)N1CCN(CC1)CC(C)C)C